1-(3-acetylphenyl)-3-(3-(1-methoxypropan-2-yl)-2,4-dioxo-1-(2-(piperidin-1-yl)ethyl)-1,2,3,4-tetrahydroquinazolin-6-yl)urea C(C)(=O)C=1C=C(C=CC1)NC(=O)NC=1C=C2C(N(C(N(C2=CC1)CCN1CCCCC1)=O)C(COC)C)=O